1-Benzyl-4-(4-fluorophenyl)-7-methoxy-3,4-dihydro-1H-2,1-benzothiazin-2,2-dioxid C(C1=CC=CC=C1)N1S(CC(C2=C1C=C(C=C2)OC)C2=CC=C(C=C2)F)(=O)=O